O=C1NC(CCC1C1=NN(C2=CC(=CC=C12)N1CCC(CC1)O[C@@H]1[C@@H](CC2(CN(C2)C(=O)OC(C)(C)C)CC1)C)C)=O tert-butyl (6R,7S)-7-[[1-[3-(2,6-dioxo-3-piperidyl)-1-methyl-indazol-6-yl]-4-piperidyl]oxy]-6-methyl-2-azaspiro[3.5]nonane-2-carboxylate